O=C(CONC[C@H](C)NC(OC(C)(C)C)=O)N1CCN(CC1)C1=NC=C(C=N1)C(F)(F)F (S)-tert-butyl (1-((2-oxo-2-(4-(5-(trifluoromethyl)pyrimidin-2-yl)piperazin-1-yl)ethoxy)amino)propan-2-yl)carbamate